((pyridin-2-ylmethyl)amino)-5-(2,3,5-trifluorophenyl)-4H-benzo[e][1,2,4]thiadiazine 1,1-dioxide N1=C(C=CC=C1)CNC1=NS(C2=C(N1)C(=CC=C2)C2=C(C(=CC(=C2)F)F)F)(=O)=O